O[C@H]1\C=C/C[C@@H]2C([C@@H]2CC1)(C(=O)OC)C(=O)OC Dimethyl (1S,5R,8R,Z)-5-hydroxybicyclo[6.1.0]non-3-ene-9,9-dicarboxylate